NC1=CC=C(C=N1)N1CCNCC1 4-(6-aminopyridin-3-yl)-piperazine